C(C=C)P(OCC#C)(OCC=C)=O (2-propynyl) (2-propenyl) 2-propenylphosphonate